O=C1OC2=C(N1C1C(NC(CC1)=O)=O)C=CC=C2N2CCNCC2 3-(2-Oxo-7-(piperazin-1-yl)benzo[d]oxazol-3(2H)-yl)piperidine-2,6-dione